methyl-CoA CSCCNC(CCNC([C@@H](C(COP(OP(OC[C@@H]1[C@H]([C@H]([C@@H](O1)N1C=NC=2C(N)=NC=NC12)O)OP(=O)(O)O)(=O)O)(=O)O)(C)C)O)=O)=O